OC1CC(C1)NC(OC(C)(C)C)=O (Z)-tert-butyl (3-hydroxycyclobutyl)carbamate